NC1=NC=CC(=C1Cl)SC=1C=CC=2C(=NC=C(N2)N2CCC3(CC2)OC2=C([C@H]3N)C=CC=C2)N1 (R)-1'-(6-((2-amino-3-chloropyridin-4-yl)thio)pyrido[2,3-b]pyrazin-2-yl)-3H-spiro[benzofuran-2,4'-piperidin]-3-amine